N6-[(benzyloxy)carbonyl]-N2-(tert-butoxycarbonyl)-D-lysine C(C1=CC=CC=C1)OC(=O)NCCCC[C@@H](NC(=O)OC(C)(C)C)C(=O)O